5-methoxy-1,3,4-thiadiazol COC1=NN=CS1